3-((7-((tert-butyldimethylsilyl)oxy)-1-(trifluoromethyl)-5H-cyclopenta[c]pyridin-4-yl)oxy)-5-fluorobenzonitrile [Si](C)(C)(C(C)(C)C)OC1=CCC2=C1C(=NC=C2OC=2C=C(C#N)C=C(C2)F)C(F)(F)F